tert-butyl (R)-methyl(2-(4-oxo-2-(4-phenylbutanamido)-4-(tritylamino)butanamido)ethyl)carbamate CN(C(OC(C)(C)C)=O)CCNC([C@@H](CC(NC(C1=CC=CC=C1)(C1=CC=CC=C1)C1=CC=CC=C1)=O)NC(CCCC1=CC=CC=C1)=O)=O